ClC1=C(C=C(C=C1)C1=CN(C(C=C1)=O)C(C)C)C[C@@H](C(=O)NC1=CC(=C(C=C1)C=1N(C=NC1)C)OC)NC(=O)C=1C(=NOC1)C N-[(1S)-1-[[2-chloro-5-(1-isopropyl-6-oxo-3-pyridyl)phenyl]methyl]-2-[3-methoxy-4-(3-methylimidazol-4-yl)anilino]-2-oxo-ethyl]-3-methyl-isoxazole-4-carboxamide